bis(p-cymene) ruthenium (II) [Ru+2].C1(=CC=C(C=C1)C)C(C)C.C1(=CC=C(C=C1)C)C(C)C